anthraquinone-1,8-disulfonate dipotassium [K+].[K+].C1(=CC=CC=2C(C3=CC=CC(=C3C(C12)=O)S(=O)(=O)[O-])=O)S(=O)(=O)[O-]